ClNS(=O)(=O)C1=CC=C(C=C1)C N-chloro-4-methylbenzenesulfonamide